C(C)(C)(C)OC(CC(=O)C)=O tert.Butylacetoacetate